1,3-bis(1-butylbenzimidazol-3-yl)benzene C(CCC)N1CN(C2=C1C=CC=C2)C2=CC(=CC=C2)N2CN(C1=C2C=CC=C1)CCCC